Cinnoline-8-carboxamide N1=NC=CC2=CC=CC(=C12)C(=O)N